2-(3-((4-((3-chloro-2-fluorophenyl)amino)quinazolin-6-yl)thio)azetidin-1-yl)-N-methylacetamide ClC=1C(=C(C=CC1)NC1=NC=NC2=CC=C(C=C12)SC1CN(C1)CC(=O)NC)F